N[C@@H]1CC[C@H](CC1)C(=O)NC trans-4-amino-N-methylcyclohexane-1-carboxamide